CC(=O)N(C1=CC2=C(C=C1)C3=CC=CC=C3C2)OC(=O)C The molecule is a 2-acetamidofluorene compound in which the parent 2-acetamidofluorene is substituted on nitrogen by an acetoxy group. It has a role as a carcinogenic agent and a mutagen.